(S)-N-(1-(6-(2-cyano-4-(trifluoromethyl)pyridin-3-yl)-1-neopentyl-1H-indol-3-yl)-2,2-difluoroethyl)cyclopropanesulfonamide C(#N)C1=NC=CC(=C1C1=CC=C2C(=CN(C2=C1)CC(C)(C)C)[C@@H](C(F)F)NS(=O)(=O)C1CC1)C(F)(F)F